(3-mercaptopropyl)methyldimethoxysilane tert-butyl-(7-(5-nitro-2-oxopyridin-1(2H)-yl)heptyl)carbamate C(C)(C)(C)N(C(O)=O)CCCCCCCN1C(C=CC(=C1)[N+](=O)[O-])=O.SCCC[Si](OC)(OC)C